OC(CCCC(=O)OCC(OC(CCCC(CCCCCCCCCCCCC)O)=O)COC(CCCC(CCCCCCCCCCCCC)O)=O)CCCCCCCCCCCCC glycerol tris(5-hydroxy-stearate)